dimethyl (1-cyclopropyl-1-(3-hydroxyphenyl)-2-methylpropan-2-yl)phosphonate C1(CC1)C(C(C)(C)P(OC)(OC)=O)C1=CC(=CC=C1)O